FC=1C=C(C=CC1F)C(C(=O)N1CC2(CC2)C[C@H]1C(=O)N[C@@H](C[C@H]1C(NCC1)=O)C(COC(F)(F)F)=O)O (6S)-5-(2-(3,4-difluorophenyl)-2-hydroxyacetyl)-N-((S)-3-oxo-1-((S)-2-oxopyrrolidin-3-yl)-4-(trifluoromethoxy)butan-2-yl)-5-azaspiro[2.4]heptane-6-carboxamide